C=1OC=C2C=C(C=CC12)C1=CC2=COC=C2C=C1 5,5'-biisobenzofuran